2-(4-chloro-3-fluorophenoxy)-N-(4-{[2-(4-fluorophenoxy)ethyl]amino}-3-hydroxy-bicyclo[2.2.2]octan-1-yl)acetamide ClC1=C(C=C(OCC(=O)NC23CC(C(CC2)(CC3)NCCOC3=CC=C(C=C3)F)O)C=C1)F